((5-(4-(tert-butoxy)-4-oxobutoxy)-2-methoxyphenyl)amino)propanoic acid C(C)(C)(C)OC(CCCOC=1C=CC(=C(C1)NC(C(=O)O)C)OC)=O